L-phenylalanine-nitrophenyl ester [N+](=O)([O-])C1=C(C=CC=C1)OC([C@@H](N)CC1=CC=CC=C1)=O